13-((1-((tosyloxy) methyl)-cyclopropyl) methoxy)-5,6,6a,7,8,9,10,11-octahydro-4-oxa-3,11a,12,14,15-pentaaza-7,10-methanocyclohepta[4,5]cycloocta[1,2,3-de]naphthalene-15-carboxylate S(=O)(=O)(C1=CC=C(C)C=C1)OCC1(CC1)COC=1N=C2C=3C(=NC=CC3N1)OCCC1N2CC2CCC1N2C(=O)[O-]